3-(dimethylamino)propyl 1-(6-methoxy-3,4-dihydro-2H-benzo[b][1,4]thiazin-7-yl)-6-(pyrazolo[1,5-a]pyrimidin-3-yl)-1H-pyrazolo[4,3-c]pyridine-3-carboxylate COC1=CC2=C(SCCN2)C=C1N1N=C(C=2C=NC(=CC21)C=2C=NN1C2N=CC=C1)C(=O)OCCCN(C)C